N-(4-(dimethylamino)butyl)-6-[124I]iodopyridazine-3-carboxamide CN(CCCCNC(=O)C=1N=NC(=CC1)[124I])C